(2S,5R)-2-((8-bromo-2,3-dihydrobenzo[b][1,4]dioxin-5-yl)methyl)-5-isopropyl-3,6-dimethoxy-2,5-dihydropyrazine BrC1=CC=C(C2=C1OCCO2)C[C@@H]2N=C([C@H](N=C2OC)C(C)C)OC